C(CCC)(=O)OCSC1=C(C=CC=C1)C(NCCN1C=CC(C2=CC(=CC=C12)F)=O)=O ((2-((2-(6-fluoro-4-oxoquinolin-1(4H)-yl)ethyl)carbamoyl)phenyl)thio)methyl butyrate